FC1=C(C(=CC(=C1)C#CC1=CC=CC=C1)F)N1C(N2[C@@](CC1=O)(C(N(CC2)CC2=CC(=CC=C2)F)=O)C)=O (9aS)-7-[2,6-difluoro-4-(2-phenylethynyl)phenyl]-2-[(3-fluorophenyl)methyl]-9a-methyl-4,9-dihydro-3H-pyrazino[1,2-c]pyrimidine-1,6,8-trione